2-(3-fluoropyridin-4-yl)-3-iodo-1H,5H,6H,7H-pyrrolo[3,2-c]Pyridin-4-one FC=1C=NC=CC1C1=C(C=2C(NCCC2N1)=O)I